FC(C1=NN=C(O1)C=1C=CC(=NC1)CN1C(N(C2=C1C=CC=C2)C2CN(CC2)C)=O)F 1-((5-(5-(difluoromethyl)-1,3,4-oxadiazole-2-yl)pyridine-2-yl)methyl)-3-(1-methylpyrrolidine-3-yl)-1,3-dihydro-2H-benzo[d]imidazole-2-one